COC=1C=C(CCC2(CCC2)C(=O)OCC)C=CC1 Ethyl 1-(3-methoxyphenethyl)cyclobutane-1-carboxylate